5-(3,4,5,6-tetrahydrobenzo[b]azepin-1(2H)-yl)-[1,2,4]triazolo[4,3-a]quinazoline N1(C=2C(CCCC1)CC=CC2)C2=NC=1N(C3=CC=CC=C23)C=NN1